ClCC(CCl)S(=O)(=O)[O-] 1,3-dichloro-2-propanesulfonate